FC(OC=1C=C(C=CC1)C1=NN(C=2C1=NC=C(C2)C(=O)N[C@@]2(CS(CC2)(=O)=O)C)C2COCC2)F 3-[3-(difluoromethoxy)phenyl]-N-[(3S)-3-methyl-1,1-dioxo-thiolan-3-yl]-1-tetrahydrofuran-3-yl-pyrazolo[4,3-b]pyridine-6-carboxamide